C(C)(C)(C)C1=C(O)C=C(C(=C1)O)C(C)(C)C 2,5-di-tertiarybutylhydroquinone